[Br-].OC1=CC=C2C(C=C(OC2=C1O)C1=CC=C(C=C1)CCCC[P+](C1=CC=CC=C1)(C1=CC=CC=C1)C1=CC=CC=C1)=O 4-[4-(7,8-dihydroxy-4-oxo-chromen-2-yl)phenyl]butyltriphenyl-phosphonium bromide